OC1=C(C=CC(=C1)C)C(C)=O 1-(2-hydroxy-4-methylphenyl)ethan-1-one